2-amino-5-(4-((1s,5r)-3-(2-methoxyethyl)-3-azabicyclo[3.1.0]hex-1-yl)phenyl)nicotinic acid NC1=C(C(=O)O)C=C(C=N1)C1=CC=C(C=C1)[C@]12CN(C[C@@H]2C1)CCOC